(R)-6-chloro-3-((1-(2-(4-(4-methoxy-1-methyl-1H-pyrazol-3-yl)piperidin-1-yl)-3,6-dimethyl-4-oxo-3,4-dihydroquinazolin-8-yl)ethyl)amino)-N-(methylsulfonyl)picolinamide ClC1=CC=C(C(=N1)C(=O)NS(=O)(=O)C)N[C@H](C)C=1C=C(C=C2C(N(C(=NC12)N1CCC(CC1)C1=NN(C=C1OC)C)C)=O)C